bromo-1-(4-bromophenyl)benzo[d][1,3,2]thiaselenazol-1-one BrC1=CC=CC2=C1[Se]NS2(=O)C2=CC=C(C=C2)Br